C1=NC=CC2=CC(=CC=C12)N1N=C(N(C1=O)CC)CO isoquinolin-6-yl-4-ethyl-3-(hydroxymethyl)-1H-1,2,4-triazol-5(4H)-one